O1CCN(C2=C1C=CC=C2)NC(=O)C=2C=NC1=C(C=CC=C1C2N2CCOCC2)C2=NC(=CC(=N2)SCC)C(F)(F)F N-(2,3-dihydro-1,4-benzoxazin-4-yl)-8-[4-ethylsulfanyl-6-(trifluoromethyl)pyrimidin-2-yl]-4-morpholino-quinoline-3-carboxamide